C(CCCCCCCCCCCCCCC(C)C)(=O)OCC(C)OC(CCCCCCCCCCCCCCC(C)C)=O propylene glycol di(isostearate)